FC(C=1C=C(C(=O)N[C@@H](C)C2=NC(=NN2C=2N=CC(=NC2)C(=O)O)C2CC2)C=C(C1)C(F)(F)F)(F)F 5-(5-{(1S)-1-[3,5-bis(trifluoromethyl)benzamido]ethyl}-3-cyclopropyl-1H-1,2,4-triazol-1-yl)pyrazine-2-carboxylic acid